2-((2,5-dimethoxyphenyl)amino)ethan-1-ol COC1=C(C=C(C=C1)OC)NCCO